C(C)(C)(C=1C=C(C(=CC1)O)C)C=1C=C(C(=CC1)O)C 4,4'-isopropylidenebis-o-cresol